C(C)OP(OCC)(=O)C(F)(F)C1=C(C2=C(S1)C=CC(=C2)OCCC2=CC=CC=C2)Br.OC2=C(C=C(C=C2)C2(C1=CC=CC=C1C=1C=CC=CC21)C2=CC(=C(C=C2)O)C)C 9,9-bis(4-Hydroxy-3-methylphenyl)fluorene diethyl-((3-bromo-5-phenethoxybenzo[b]thiophen-2-yl)difluoromethyl)phosphonate